5-(isoindolin-2-ylmethyl)-2-(7-(methylsulfonyl)-2,7-diazaspiro[3.5]nonan-2-yl)nicotinonitrile C1N(CC2=CC=CC=C12)CC=1C=NC(=C(C#N)C1)N1CC2(C1)CCN(CC2)S(=O)(=O)C